C1(=CC=CC2=CC=CC=C12)[C@H](C)N (S)-1-(naphthalen-1-yl)ethylamine